C(#N)C1=C(C=CC(=C1)C1=NC(=CN=C1)OCC)NC(C(CC)C=1N=C(SC1)NS(=O)(=O)C1CC1)=O N-(2-cyano-4-(6-ethoxypyrazin-2-yl)phenyl)-2-(2-(cyclopropanesulfonamido)thiazol-4-yl)butanamide